C(CCCCCCC)NCC(=O)O Octyl-D-glycine